6-chloro-[3,3'-bipyridine]-5-carbonitrile ClC1=C(C=C(C=N1)C=1C=NC=CC1)C#N